4,5,5-trimethyl-8-nitro-5,6-dihydrobenzo[c][2,7]naphthyridine CC=1N=CC=C2C3=C(NC(C12)(C)C)C=C(C=C3)[N+](=O)[O-]